C(C)(C)(C)OC(N[C@H]1CC(C=2C(=C3N(C2C1)N=CN=C3N)C=3C=NC1=CC=CC=C1C3)=C)=O (S)-(4-amino-6-methylene-5-(quinolin-3-yl)-6,7,8,9-tetrahydro-[1,2,4]Triazino[1,6-a]Indol-8-yl)carbamic acid tert-butyl ester